C(=O)NC=O diformamide